C(C)(C)(C)OC(=O)N1CC(C1)COC1=C2CN(CC2=CC=C1)C(C1=C(C(=C(C=C1O)O)C)OCC1=CC=CC=C1)=O 3-(((2-(2-(benzyloxy)-4,6-dihydroxy-3-methylbenzoyl)isoindolin-4-yl)oxy)methyl)azetidine-1-carboxylic acid tert-butyl ester